FC1=C(C=CC=C1)C(CC(OCC)=N)C ethyl 3-(2-fluorophenyl)butanimidate